N1=CC=C(C2=CC=CC=C12)CNC(=O)C=1C=2C[C@@H]3[C@H](C2N(N1)C1=C(C=C(C=C1)F)F)C3 (1aR,5aR)-2-(2,4-Difluoro-phenyl)-1a,2,5,5a-tetrahydro-1H-2,3-diaza-cyclopropa[a]pentalene-4-carboxylic acid (quinolin-4-ylmethyl)-amide